N-[[3-[[5-carbamoyl-2,3-difluoro-4-(2-fluoro-4-iodoanilino)phenyl]methyl]-2-fluorophenyl]sulfamoyl]carbamic acid tert-butyl ester C(C)(C)(C)OC(NS(NC1=C(C(=CC=C1)CC1=C(C(=C(C(=C1)C(N)=O)NC1=C(C=C(C=C1)I)F)F)F)F)(=O)=O)=O